CN(CCOC1=C(N)C=C(C=C1)[N+](=O)[O-])C 2-(2-(dimethylamino)ethoxy)-5-nitroaniline